ClC1=C(C=CC=C1)C=CCOCOC 1-chloro-2-(3-(methoxymethoxy)prop-1-enyl)benzene